N5-((1R,5S,6r)-3-Oxabicyclo[3.1.0]hexan-6-yl)-1-((R)-1-(3-fluoro-4-methylphenyl)ethyl)-N3-methyl-1H-pyrazole-3,5-dicarboxamide [C@H]12COC[C@@H]2C1NC(=O)C1=CC(=NN1[C@H](C)C1=CC(=C(C=C1)C)F)C(=O)NC